4-(5-(Azetidin-3-yloxy)-3-bromo-2-fluorophenyl)-1,3,5-trimethyl-1H-pyrazole N1CC(C1)OC=1C=C(C(=C(C1)C=1C(=NN(C1C)C)C)F)Br